rac-Ethyl N-[5-(3-tert-butyl-1,2,4-oxadiazole-5-carbonyl)-4-chloro-1,3-thiazol-2-yl]-N-(4-fluorophenyl)-alaninate C(C)(C)(C)C1=NOC(=N1)C(=O)C1=C(N=C(S1)N([C@@H](C)C(=O)OCC)C1=CC=C(C=C1)F)Cl |r|